4-((5-(5-(3,4-Difluorophenyl)-4H-1,2,4-triazol-3-yl)-2-methylphenyl)sulfonyl)morpholine FC=1C=C(C=CC1F)C=1NC(=NN1)C=1C=CC(=C(C1)S(=O)(=O)N1CCOCC1)C